OC(C(=O)O)C(O)(C(=O)O)CC(=O)O.N1=C(C)C(O)=C(CO)C(CO)=C1 Pyridoxine Hydroxycitrate